1-methyl-4-(4-nitro-2-(2-((tetrahydro-2H-pyran-2-yl)oxy)ethyl)phenyl)piperazine 3,4,4-trifluorobut-3-en-1-yl-2-(4-chloro-3,5-dimethyl-1H-pyrazol-1-yl)-2-methylpropanoate FC(CCOC(C(C)(C)N1N=C(C(=C1C)Cl)C)=O)=C(F)F.CN1CCN(CC1)C1=C(C=C(C=C1)[N+](=O)[O-])CCOC1OCCCC1